NC=1C=C(C=CC1)C1=CC(NN1C(=O)OC(C)(C)C)=O tert-butyl 5-(3-aminophenyl)-3-oxo-2,3-dihydro-1H-pyrazole-1-carboxylate